COC1=C2C(NC(=NC2=CC(=C1)OC)C1=CC=C(C=C1)N1CCC(CC1)CN1CC2CCC(C1)N2C=2C=C1CN(CC1=CC2)C2C(NC(CC2)=O)=O)=O 5-(3-((1-(4-(5,7-dimethoxy-4-oxo-3,4-dihydroquinazolin-2-yl)phenyl)piperidin-4-yl)methyl)-3,8-diazabicyclo[3.2.1]octane-8-yl)-2-(2,6-dioxopiperidin-3-yl)isoindoline